BrCCCCSC1=C2C(N(C(C2=CC=C1)=O)C1C(NC(CC1)=O)=O)=O 4-(4-bromobutylthio)-2-(2,6-dioxopiperidin-3-yl)isoindoline-1,3-dione